trans-3-((2,2-Difluorobutyl)amino)-5-(4-hydroxycyclohexyl)-8-((4-(pyridin-4-yl)piperazin-1-yl)methyl)pyrimido[4,5-c]isoquinolin-6(5H)-one FC(CNC=1N=CC2=C(N(C(C=3C=C(C=CC23)CN2CCN(CC2)C2=CC=NC=C2)=O)[C@@H]2CC[C@H](CC2)O)N1)(CC)F